N[C@H]1C2N(CC1CC2)C(=O)C2=CC1=C(N(C(=N1)C1=CC=3C(=NC(=CC3)C=3C=C(C=CC3Cl)O)N1CC1CC1)C)C(=C2)OC 3-(2-{5-[(7R)-7-amino-2-azabicyclo[2.2.1]heptane-2-carbonyl]-7-methoxy-1-methyl-1H-1,3-benzodiazol-2-yl}-1-(cyclopropylmethyl)-1H-pyrrolo[2,3-b]pyridin-6-yl)-4-chlorophenol